Bis(4-Hydroxybutyl) Terephthalate C(C1=CC=C(C(=O)OCCCCO)C=C1)(=O)OCCCCO